1,3,5-triaminobenzenetriamine hydrochloride Cl.NC1(C(C(CC(=C1)N)(N)N)N)N